CN1N=CC=2C1=NC(=CC2C)N=C(C2=CC=CC=C2)C2=CC=CC=C2 N-(1,4-dimethyl-1H-pyrazolo[3,4-b]pyridin-6-yl)-1,1-diphenylmethanimine